2-[5-[3-[[(3S)-4-(cyclopropanecarbonyl)-3-methyl-piperazin-1-yl]methyl]-2,5-dimethyl-anilino]-1,3,4-oxadiazol-2-yl]acetonitrile C1(CC1)C(=O)N1[C@H](CN(CC1)CC=1C(=C(NC2=NN=C(O2)CC#N)C=C(C1)C)C)C